CC1=C(C=C(C=C1)NC(C1=CC(=CC=C1)C(F)(F)F)=O)C1=CC2=C(N=C(N=C2)NC=2C=NC(=CC2)C)N2C1=NCC2 N-(4-methyl-3-(2-((6-methylpyridin-3-yl)amino)-8,9-dihydroimidazo[1',2':1,6]pyrido[2,3-d]pyrimidin-6-yl)phenyl)-3-(trifluoromethyl)benzamide